tert-butyl N-[3-[2-(4-chlorophenyl)pyrimidin-4-yl]-1-bicyclo[1.1.1]pentanyl]carbamate ClC1=CC=C(C=C1)C1=NC=CC(=N1)C12CC(C1)(C2)NC(OC(C)(C)C)=O